NC1=C(C=C(C=C1)B1OC(C)(C)C(C)(C)O1)C#N 4-amino-3-cyanophenylboronic acid pinacol ester